C(CCCCCCCCCCCCCCCCC)C1=C(CO)C(=CC=C1)CCCCCCCCCCCCCCCCCC 2,6-dioctadecyl-benzyl alcohol